ClC(Cl)Cl.ClC(Cl)Cl.[Li] Lithium bis(trichloromethane)